tert-butyl (3R)-3-{[(1S)-1-cyano-2-[4-(3-methyl-2-oxo-1,3-benzoxazol-5-yl)phenyl]ethyl]carbamoyl}-3-hydroxypyrrolidine-1-carboxylate C(#N)[C@H](CC1=CC=C(C=C1)C=1C=CC2=C(N(C(O2)=O)C)C1)NC(=O)[C@@]1(CN(CC1)C(=O)OC(C)(C)C)O